2-((1H-pyrazol-1-yl)methyl)-5-bromo-3-(4-fluorophenyl)-7-methylquinoline N1(N=CC=C1)CC1=NC2=CC(=CC(=C2C=C1C1=CC=C(C=C1)F)Br)C